B1C=CCC=C1 1,4-dihydroborabenzene